COC1=NC=C(C(=N1)OC)C1=CC=NC(=N1)C 6-(2,4-dimethoxypyrimidin-5-yl)-2-methyl-pyrimidine